O=C1CCC(=NN1)C1=CC=C(C=C1)NC(=N)NS(=O)(=O)C N-(N-(4-(6-oxo-1,4,5,6-tetrahydropyridazine-3-yl)phenyl)amidino)methanesulfonamide